5-bromo-4-fluoro-2-iodo-N,N-dimethylbenzamide BrC=1C(=CC(=C(C(=O)N(C)C)C1)I)F